NCC1=C(C=NC(=C1O)C)COC=1C(=C(OP(=O)=N[C@H](C(=O)OC(C)C)C)C=CC1Br)F (2S)-Isopropyl 2-(((4-(aminomethyl)-5-hydroxy-6-methylpyridin-3-yl)methoxy)(4-bromo-2-fluorophenoxy)phosphorylamino)propanoate